CN(CCC(C)C1=CC=C(C=C1)N(C1=CC=C(OC=2N=C(C3=C(N2)C=NC=C3)O)C=C1)C)C 2-(4-{[4-(3-dimethylamino-1-methyl-propyl)-phenyl]-methyl-amino}-phenoxy)-pyrido[3,4-d]pyrimidin-4-ol